OC1(C(C(=O)O)=CC=CC1(O)O)O 2,3-dihydroxy-2,3-dihydroxybenzoic acid